N(=[N+]=[N-])CCCCCCOC1=C2C(N(C(C2=CC=C1)=O)C1C(NC(CC1)=O)=O)=O 4-((6-azidohexyl)oxy)-2-(2,6-dioxopiperidin-3-yl)isoindoline-1,3-dione